C1(CC1)CN1C2=C(C(=CC1=O)C)CN(C2)C(=O)OC(C)(C)C tert-Butyl 1-(cyclopropylmethyl)-4-methyl-2-oxo-1,2,5,7-tetrahydro-6H-pyrrolo[3,4-b]pyridine-6-carboxylate